O=C1N(CC2=CC(=CC=C12)C=1N=C(C2=C(N1)NC=C2)CN2CCCC2)C2C(NC(CC2)=O)=O 3-(1-oxo-5-(4-(pyrrolidin-1-ylmethyl)-7H-pyrrolo[2,3-d]pyrimidin-2-yl)isoindolin-2-yl)piperidine-2,6-dione